1,3-cis-dimethylcyclohexane C[C@@H]1C[C@@H](CCC1)C